4-[(3-chloro-4-fluorophenyl)amino]-6-{[4-(N,N-dimethylamino)-1-oxo-2-butene-1-yl]amino}-7-((S)-tetrahydrofuran-3-yloxy)-quinazoline dimaleate C(\C=C/C(=O)O)(=O)O.C(\C=C/C(=O)O)(=O)O.ClC=1C=C(C=CC1F)NC1=NC=NC2=CC(=C(C=C12)NC(C=CCN(C)C)=O)O[C@@H]1COCC1